3-(aminomethyl)-3-methylhexane NCC(CC)(CCC)C